7-cyano-1-ethyl-N-(3-fluorobicyclo[1.1.1]pentan-1-yl)-N-methyl-1H-pyrrolo[2,3-c]pyridine-2-carboxamide C(#N)C=1N=CC=C2C1N(C(=C2)C(=O)N(C)C21CC(C2)(C1)F)CC